2-(2,6-Dioxopiperidine-3-yl)-4-(((2-((1S,4S)-4-(4-Fluorobenzyl)cyclohexyl)oxazol-5-yl)methyl)amino)isoindoline-1,3-dione O=C1NC(CCC1N1C(C2=CC=CC(=C2C1=O)NCC1=CN=C(O1)C1CCC(CC1)CC1=CC=C(C=C1)F)=O)=O